FC=1C=C(C=CC1C)[C@@H](C)N1N=C(C=C1C(=O)N)C(=O)NC 1-((R)-1-(3-fluoro-4-methylphenyl)ethyl)-N3-methyl-1H-pyrazole-3,5-dicarboxamide